tert-butyl 3-(5-bromo-3-(2-(methoxymethoxy)phenyl)-7H-pyrrolo[2,3-c]pyridazin-6-yl)azetidine-1-carboxylate BrC1=C(NC=2N=NC(=CC21)C2=C(C=CC=C2)OCOC)C2CN(C2)C(=O)OC(C)(C)C